OC1=C(SC=C1)C(=O)[O-] hydroxythiophene-2-carboxylate